C1(=CC=CC=C1)C1(CC(=NN1)C(=O)OCC1=CC=CC=C1)C(F)(F)F benzyl 5-phenyl-5-trifluoromethyl-4,5-dihydropyrazole-3-carboxylate